2-butyl-4-chloro-1-(cyclohexylmethyl)-1H-imidazole-5-carbaldehyde C(CCC)C=1N(C(=C(N1)Cl)C=O)CC1CCCCC1